CCCCCC(CC)C=O Octane-6-carbaldehyde